C(C)OC=CCC(F)(F)F 4-ethoxy-1,1,1-trifluoro-3-butene